1,3,5-tris(2-hydroxyethyl)pyridinium OCC[N+]1=CC(=CC(=C1)CCO)CCO